(2S)-1-(3,4-Dimethoxyphenyl)propan-2-amine COC=1C=C(C=CC1OC)C[C@H](C)N